3-[(3-amino-2-fluorophenyl)methyl]-4-methyl-7-(prop-2-en-1-yl)chromen-2-one NC=1C(=C(C=CC1)CC=1C(OC2=CC(=CC=C2C1C)CC=C)=O)F